2-(4-((6-(benzyloxy)-2-(4-(methylsulfonyl)phenyl)naphthalene-yl)oxy)phenoxy)-N-ethylethylamine C(C1=CC=CC=C1)OC=1C=C2C=CC(=C(C2=CC1)OC1=CC=C(OCCNCC)C=C1)C1=CC=C(C=C1)S(=O)(=O)C